CN1C(C(=CC2=CC=CC=C12)C=1C=CC(=C2CCCOC12)CCC(=O)O)=O 3-(8-(1-methyl-2-oxo-1,2-dihydroquinolin-3-yl)chroman-5-yl)propionic acid